4-(trifluoromethyl)-N-((1-(4-(5-(trifluoromethyl)-1,2,4-oxadiazol-3-yl)phenyl)-1H-imidazol-4-yl)methyl)benzamide FC(C1=CC=C(C(=O)NCC=2N=CN(C2)C2=CC=C(C=C2)C2=NOC(=N2)C(F)(F)F)C=C1)(F)F